C(C)(C)(C)C=1C(=NC(=NC1C1=C(C=CC=C1)C)NS(=O)(=O)C=1C=NN(C1)C)OC1=CC=C(C=C1)N1CCN(CC1)C N-[5-tert-butyl-4-[4-(4-methylpiperazin-1-yl)phenoxy]-6-(o-tolyl)pyrimidin-2-yl]-1-methyl-pyrazole-4-sulfonamide